7-(3,6-dihydro-2H-pyran-4-yl)-8-[4-[(3S)-1-(3-fluoropropyl)pyrrolidin-3-yl]oxyphenyl]-5,6-dihydronaphthalen-2-ol O1CCC(=CC1)C=1CCC=2C=CC(=CC2C1C1=CC=C(C=C1)O[C@@H]1CN(CC1)CCCF)O